6-(3,4-dichlorophenyl)-1-[(5-fluoro-3-pyridinyl)methyl]-3-methyl-imidazo[4,5-b]pyridin-2-one ClC=1C=C(C=CC1Cl)C=1C=C2C(=NC1)N(C(N2CC=2C=NC=C(C2)F)=O)C